4-(7-methoxyquinoline-4-yl)-2-methylphenol COC1=CC=C2C(=CC=NC2=C1)C1=CC(=C(C=C1)O)C